4-(4-{[4-(2-Hydroxyethyl)-2-(trifluoromethyl)phenoxy]methyl}-3-methoxyphenyl)-2H,4H,5H,6H,7H-pyrazolo[3,4-b]pyridin-6-on OCCC1=CC(=C(OCC2=C(C=C(C=C2)C2C=3C(NC(C2)=O)=NNC3)OC)C=C1)C(F)(F)F